C1(=CC=CC=C1)C(=C(C#CC1=CC=CC=C1)CC=C)CC=C 1,4-diphenyl-1,2-diallyl-1-buten-3-yne